6-(Dimethylphosphoryl)-1-methyl-4-[4-(5-methyl-1,3-benzooxazol-2-yl)piperidin-1-yl]-2-oxo-1,2-dihydro-quinoline-3-carbonitrile CP(=O)(C)C=1C=C2C(=C(C(N(C2=CC1)C)=O)C#N)N1CCC(CC1)C=1OC2=C(N1)C=C(C=C2)C